(2-((2,4-dimethoxybenzyl)amino)-8-methoxyquinazolin-4-yl)acetohydrazide COC1=C(CNC2=NC3=C(C=CC=C3C(=N2)CC(=O)NN)OC)C=CC(=C1)OC